O=C1CC2(C1)CN(C2)C2=NC=CC(=N2)COC2=CC=C(C=C2)C(C)(C)C2=CC=C(CNC=1C=C3C(N(C(C3=CC1)=O)C1C(NC(CC1)=O)=O)=O)C=C2 5-((4-(2-(4-((2-(2-oxo-6-azaspiro[3.3]heptane-6-yl)pyrimidin-4-yl)methoxy)phenyl)propan-2-yl)benzyl)amino)-2-(2,6-dioxopiperidin-3-yl)isoindoline-1,3-dione